ClC=1C=C(SC1Cl)C(=O)O 4,5-dichlorothiophene-2-carboxylic acid